OCCOC1=CC=C(C=C1)CC(C(=O)CC)(C)O 1-[4-(2-hydroxyethoxy)phenyl]-2-hydroxy-2-methylpropione